ClC1=C(NC2=C(C#N)C=C(C=C2)F)C=CC=C1[C@]1(NC(N(C(C1)=O)C1CCOCC1)=N)C 2-{2-Chloro-3-[(4S)-2-imino-4-methyl-6-oxo-1-(tetrahydro-pyran-4-yl)hexahydropyrimidin-4-yl]anilino}-5-fluorobenzonitrile